C(C)(C)(C)OC1=C(C(=CC=C1)Cl)CN (2-(tert-butoxy)-6-chlorophenyl)methylamine